[13C](CCC(=O)C)(=O)O levulinic acid-13C